COC(=O)C1(C(NC2=CC(=C(C=C12)NC(=O)OC(C)(C)C)C(=O)OC)=O)C 5-((tert-butoxycarbonyl)amino)-3-methyl-2-oxoindoline-3,6-dicarboxylic acid dimethyl ester